bis(2,2,6,6-tetramethylpiperidinyl)amine CC1(N(C(CCC1)(C)C)NN1C(CCCC1(C)C)(C)C)C